CC1=C(C2=C([C@@H]([C@@]3(N2C[C@H]4[C@@H]3N4C)O)COC(=O)N)C(=O)C1=O)O The molecule is a member of the family of mitomycins that is mitomycin B in which the methoxy group on the quinone ring is replaced by a hydroxy group. It is a mitomycin, a hemiaminal and an organic heterotetracyclic compound. It is a conjugate acid of a 7-demethylmitomycin B(1-).